Cl.COC(=O)C1=CC=C2C(=N1)N(C(N2C2=CC=C(C=C2)C2=CC=CC=C2)=O)[C@@H]2CNCC2 (S)-1-([1,1'-Biphenyl]-4-yl)-2-oxo-3-(pyrrolidin-3-yl)-2,3-dihydro-1H-imidazo[4,5-b]pyridine-5-carboxylic acid methyl ester hydrochloride